(2s,4s)-2-(4-(4-cyclobutylphenyl)piperidine-1-carbonyl)-7-oxa-5-azaspiro[3.4]octan-6-one C1(CCC1)C1=CC=C(C=C1)C1CCN(CC1)C(=O)C1CC2(C1)NC(OC2)=O